2,7-dimethyl-N-(4-(pentafluoro-λ6-sulfanyl)benzyl)imidazo[1,2-a]pyridine-3-carboxamide CC=1N=C2N(C=CC(=C2)C)C1C(=O)NCC1=CC=C(C=C1)S(F)(F)(F)(F)F